diaminomalonitrile C(#N)C(C(C#N)(N)N)O